N1=CC=CC2=CC(=CC=C12)N1C=CC2=C(C=CC=C12)CCN1CCOCC1 4-(2-(1-(quinolin-6-yl)-1h-indol-4-yl)ethyl)morpholine